OC=1C=NC=NC1O 5,6-dihydroxypyrimidine